FC=1C=C(C#N)C=C(C1N1N=C2C(=CC1=O)NN=C2C2=CC=C(C=C2)N2CCN(CC2)C2COC2)OC 3-Fluoro-5-methoxy-4-(3-(4-(4-(oxetan-3-yl)piperazin-1-yl)phenyl)-6-oxo-1H-pyrazolo[4,3-c]pyridazin-5(6H)-yl)benzonitril